O=C1CCN(CC1)C(=O)OCC1C2CCC#CCCC12 (bicyclo[6.1.0]non-4-yn-9-yl)methyl 4-oxopiperidine-1-carboxylate